C(C)[C@@H]1N(C[C@H](N(C1)C(C)C1=NC=C(C=C1C)OC)CC)C=1C=2C(N(C(C1)=O)C)=CN(N2)CC#N 2-(7-((2S,5R)-2,5-diethyl-4-(1-(5-methoxy-3-methylpyridin-2-yl)ethyl)piperazin-1-yl)-4-methyl-5-oxo-4,5-dihydro-2H-pyrazolo[4,3-b]pyridin-2-yl)acetonitrile